(S)-7-(4-(2-(benzyloxy)-5-fluorophenyl)piperidin-1-yl)-2-(1,3,4-oxadiazol-2-yl)-5-oxa-2-azaspiro[3.4]octane C(C1=CC=CC=C1)OC1=C(C=C(C=C1)F)C1CCN(CC1)[C@@H]1COC2(CN(C2)C=2OC=NN2)C1